FC1=CC=C(C=C1CN1C(NC(C2=CC=CC=C12)=O)=O)C(=O)N1CCN(CC1)C(=O)C1CCCCC1 1-(6-Fluoro-3-(4-(cyclohexylcarbonyl)piperazine-1-carbonyl)benzyl)quinazoline-2,4(1H,3H)-dione